BrC=1C=NN(C1)CCCCC=1NC2=C(C=CC=C2C1F)F [4-(4-bromopyrazol-1-yl)butyl]-3,7-difluoroindole